2-hydroxybenzophenone phosphorus [P].OC1=C(C(=O)C2=CC=CC=C2)C=CC=C1